FC=1C=C(C=CC1F)C1=C(C=CC=C1OC)C1=NC2=C(N1[C@@H]1CC[C@H](CC1)OC)C=CC(=C2)C=2C(=NOC2C)C 4-(2-(3',4'-difluoro-6-methoxy-[1,1'-biphenyl]-2-yl)-1-((trans)-4-methoxycyclohexyl)-1H-benzo[d]imidazole-5-yl)-3,5-dimethylisoxazole